5-((1S,4S)-2,5-diazabicyclo[2.2.1]heptane-2-yl)-2-(2,6-dioxopiperidin-3-yl)-6-Fluoroisoindoline-1,3-dione [C@@H]12N(C[C@@H](NC1)C2)C=2C=C1C(N(C(C1=CC2F)=O)C2C(NC(CC2)=O)=O)=O